tert-butyl 3-(6-methoxypyridin-3-yl)-5-oxopiperidine-1-carboxylate COC1=CC=C(C=N1)C1CN(CC(C1)=O)C(=O)OC(C)(C)C